5-oxo-4-(1H-pyrazol-1-yl)-5-(2,4,6-trifluorophenyl)pentanoic acid O=C(C(CCC(=O)O)N1N=CC=C1)C1=C(C=C(C=C1F)F)F